C1(CC1)N1CCC(CC1)C1=NC2=CC=C(C=C2C(N1)=O)C1=CC2=C(N=C(O2)C)C(=C1)F 2-(1-cyclopropylpiperidin-4-yl)-6-(4-fluoro-2-methyl-1,3-benzoxazol-6-yl)quinazolin-4(3H)-one